SCC(C)CCO 2-(thiabut-3-yl)ethan-1-ol